[Br-].OCCN1CC=C(C=C1)C 1-(2-hydroxyethyl)-4-methylpyridine bromide